1,3-dipropylcarbodiimide C(CC)N=C=NCCC